COC1=CC=C(CC2=C(C=3C(=NC(=NC3C=C2)C)N)N)C=C1 (4-methoxybenzyl)-2-methylquinazoline-4,5-diamine